FC(COCCC)(C(F)(F)F)F (n-propyl) (2,2,3,3,3-pentafluoro-n-propyl) ether